NC=1C=C(C=CC1)P(=O)(C1=CC(=CC=C1)N)C=1C=C(N)C=CC1 3-[bis(3-aminophenyl)phosphoryl]aniline